7-(trifluoromethyl)benzo[d]oxazol-2(3H)-thione FC(C1=CC=CC=2NC(OC21)=S)(F)F